ClC=1C=CC(=C(C1)C=1C2=C(N(C(C1C1=CC=C(C=C1)[N+](=O)[O-])=O)C1=CC=C(C=C1)OC)C(N(C2)C2=C(C=CC=C2C)C)=O)O (5-chloro-2-hydroxyphenyl)-6-(2,6-dimethylphenyl)-1-(4-methoxyphenyl)-3-(4-nitrophenyl)-5,6-dihydro-1H-pyrrolo[3,4-b]pyridine-2,7-dione